N-hydroxy-3-(3-(4-((pyrimidin-5-oxy)methyl)phenoxy)azetidin-1-yl)-2-(1H-pyrrol-1-yl)benzamide ONC(C1=C(C(=CC=C1)N1CC(C1)OC1=CC=C(C=C1)COC=1C=NC=NC1)N1C=CC=C1)=O